N4-(2-chloro-5-methyl-4-(4-(4-methylpiperazin-1-yl)piperidin-1-yl)phenyl)-N6-(2-(2-fluorophenyl)pyridin-4-yl)pyrimidine-4,6-diamine ClC1=C(C=C(C(=C1)N1CCC(CC1)N1CCN(CC1)C)C)NC1=NC=NC(=C1)NC1=CC(=NC=C1)C1=C(C=CC=C1)F